C(C)(C)(C)OC(=O)N1C[C@H](OC2=C(C1)C=CC=1CCCC12)CC (R)-2-ethyl-2,3,5,8,9,10-hexahydro-4H-indeno[5,4-f][1,4]oxazepin-4-carboxylic acid tert-butyl ester